L-leucine-18O2 N[C@@H](CC(C)C)C(=[18O])[18OH]